4-(1,1-dimethylethyl)cyclohexanone CC(C)(C)C1CCC(CC1)=O